CC1=NC(=CC(C1)C1=CC(=CC=C1)[N+](=O)[O-])C 2,6-dimethyl-4-(3-nitrophenyl)-4H-pyridine